CO[C@@]1([C@@H]2N(C1=O)C(=C(CO2)CSC3=NN=NN3CCO)C(=O)O)NC(=O)CSC(F)F The molecule is a second-generation oxacephem antibiotic in which the oxazine ring is substituted at C-3 with a hydroxyethyl-substituted tetrazolylthiomethyl group and the azetidinone ring carries 7alpha-methoxy and 7beta-{2-[(difluoromethyl)thiomethyl]acetamido} substituents. It has a role as an antibacterial drug. It is a N-acyl-amino acid, an oxacephem and an organonitrogen heterocyclic antibiotic.